(5-Bromo-1-ethyl-1H-benzo[d][1,2,3]triazol-4-yl)methanol BrC1=C(C2=C(N(N=N2)CC)C=C1)CO